(5-(1-(2,2,2-trifluoroethyl)-1H-pyrazol-4-yl)-1,3,4-oxadiazol-2-yl)methanone FC(CN1N=CC(=C1)C1=NN=C(O1)C=O)(F)F